2-[(6-{8-methyl-1H,2H,3H-pyrido[2,3-b][1,4]oxazin-7-yl}-5,6,7,8-tetrahydro-2,6-naphthyridin-3-yl)amino]-6-(propan-2-yl)-4H,5H,6H,7H,8H-pyrazolo[1,5-d][1,4]diazepin-7-one CC1=C(C=NC=2OCCNC21)N2CC=1C=C(N=CC1CC2)NC2=NN1CC(N(CCC1=C2)C(C)C)=O